propanesulfonate (3-(1-sulfohex-yn-3-yloxy) hex-5-yne-1-sulfonate) S(=O)(=O)(O)C#CC(CCC)OC(CCS(=O)(=O)O)CC#C.C(CC)S(=O)(=O)O